Palmitoleyl Heptatriacontanoate C(CCCCCCCCCCCCCCCCCCCCCCCCCCCCCCCCCCCC)(=O)OCCCCCCCC\C=C/CCCCCC